C(CCCCCCCCCCC)NC(=O)C(=O)NCCCCCCCCCCCC N,N'-didodecyl-oxamide